ethyl 2-methacrylate CCOC(=O)C(=C)C